C(=O)(O)CCC(=O)C1=CC=2C(=NC(=C(C2)OC)OCCCOC=2C=C3CN(CC3=CC2OC)C(CCC(=O)O)=O)S1 4-(5-(3-((2-(3-carboxy-propanoyl)-5-methoxythieno[2,3-b]pyridin-6-yl)oxy)propoxy)-6-methoxy-isoindolin-2-yl)-4-oxobutanoic acid